OC1=C(C=CC=C1)C(=CC1=CC=NC=C1)C1=C(C=CC=C1)O 4-(2,2-bis(2-hydroxyphenyl)vinyl)pyridine